(2-methoxypyridin-3-yl)-7-(piperidin-3-yl)pyrazolo[1,5-a]pyrimidine hydrochloride Cl.COC1=NC=CC=C1C1=NN2C(N=CC=C2C2CNCCC2)=C1